6-bromo-2,3-dihydropyrrolizin-1-one BrC1=CN2CCC(C2=C1)=O